4-((3-(8-(((1S,5S,6S)-1-fluoro-3-methyl-3-azabicyclo[3.1.0]hexan-6-yl)amino)-3-((trifluoromethyl)thio)imidazo[1,2-a]pyridin-2-yl)prop-2-yn-1-yl)amino)-3-methoxy-N-methylbenzamide F[C@@]12CN(C[C@H]2[C@@H]1NC=1C=2N(C=CC1)C(=C(N2)C#CCNC2=C(C=C(C(=O)NC)C=C2)OC)SC(F)(F)F)C